(2S,4R)-4-guanidinopyrrolidine-2-carboxylic acid N(C(=N)N)[C@@H]1C[C@H](NC1)C(=O)O